[Cl-].C(C1=CC=CC=C1)[N+](CCO)(C)C benzyl-dimethyl-(2-hydroxyethyl)ammonium chloride